C(C)(=O)OCC1=NC(=C(C2=CC=C(C=C12)OC1=CC=CC=C1)O)C(=O)[O-] 1-(acetoxymethyl)-4-hydroxy-7-phenoxyisoquinoline-3-carboxylate